C1=CC=C(C=C1)OC2=CC=C(C=C2)OC3=CC=C(C=C3)OC4=CC=CC=C4 4,4'-diphenoxydiphenyl ether